T-butyl-arsine C(C)(C)(C)[AsH2]